CC1=NC(=NS1)N 5-Methyl-1,2,4-thiadiazol-3-amine